ethyl 2-bromo-5-((2-methoxypyridin-3-yl)amino)thiazole-4-carboxylate BrC=1SC(=C(N1)C(=O)OCC)NC=1C(=NC=CC1)OC